1-(pyridin-3-yl)-4-[2-(trifluoromethyl)phenyl]-1H-pyrazole-3-carboxylic acid ethyl ester C(C)OC(=O)C1=NN(C=C1C1=C(C=CC=C1)C(F)(F)F)C=1C=NC=CC1